4-(1-(((R)-1-(3-cyano-2-methylphenyl)ethyl)amino)-4-methylpyrido[3,4-d]pyridazin-7-yl)cyclohex-3-ene-1-carboxylic acid C(#N)C=1C(=C(C=CC1)[C@@H](C)NC1=C2C(=C(N=N1)C)C=NC(=C2)C2=CCC(CC2)C(=O)O)C